C1(CC1)N1C=CC2=C(C=C(C=C12)F)N1C(C2=CC(=CC=C2C(=C1)C(=O)N1CCC(CC1)F)OCF)=O 2-(1-cyclopropyl-6-fluoro-1H-indol-4-yl)-7-(fluoromethoxy)-4-(4-fluoropiperidine-1-carbonyl)-1,2-dihydroisoquinolin-1-one